ClC1=C(C(=C(C=C1OC)OC)Cl)C1=CC2=C(N=C(N=C2)SC)C(=N1)CNS(=O)=O N-((6-(2,6-dichloro-3,5-dimethoxyphenyl)-2-(methylthio)pyrido[3,4-d]pyrimidin-8-yl)methyl)sulfonamide